C(C1=CC=CC=C1)(=O)OC[C@H]1[C@H]([C@H]([C@H](O1)C1=C(C(=O)[O-])C=CC=C1)OC(CCCC#C)=O)C1=C(C(=O)[O-])C=CC=C1 (2R,3R,4R,5R)-5-((Benzoyloxy)methyl)-3-(hex-5-ynoyloxy)tetrahydrofuran-2,4-diyl-dibenzoate